N=1C=CN2C1CC(CC2)COC2=CC=C(C=N2)CNC2=C1C=CN=C(C1=CC=C2)NC(OC)=O Methyl (5-(((6-((5,6,7,8-tetrahydroimidazo[1,2-a]pyridin-7-yl)methoxy)pyridin-3-yl)methyl)amino)isoquinolin-1-yl)carbamate